COC(=O)C1CN(C2=CC=CC=C12)C(=O)OC(C)(C)C indoline-1,3-dicarboxylic acid-1-(tert-butyl) 3-methyl ester